ethyl 2-((2,6-difluorobenzyl)(methoxycarbonyl)amino)-4-((dimethylamino) methyl)-5-(4-nitrophenyl)thiophene-3-carboxylate FC1=C(CN(C=2SC(=C(C2C(=O)OCC)CN(C)C)C2=CC=C(C=C2)[N+](=O)[O-])C(=O)OC)C(=CC=C1)F